N-benzylhept-4-en-1-imine oxide C(C1=CC=CC=C1)[N+](=CCCC=CCC)[O-]